5-methyl-2-(1-methyl-1H-pyrazol-4-yl)morpholine CC1COC(CN1)C=1C=NN(C1)C